4-Ethoxy-2-(4-methyl-1H-imidazol-1-yl)quinolin-6-amine C(C)OC1=CC(=NC2=CC=C(C=C12)N)N1C=NC(=C1)C